[Fe].[Mn].[Si] silicon-manganese iron